3-(4-formyl-1,4-oxazepan-3-yl)-4-methoxybenzoic acid methyl ester COC(C1=CC(=C(C=C1)OC)C1COCCCN1C=O)=O